NC1=C2C(=NC=N1)N(N=C2C2=CC=C(C=C2)OC2=CC=CC=C2)[C@@H]2[C@H](CN(CC2)CC2=CC(=C1C(N(C(C1=C2)=O)C2C(NC(CC2)=O)=O)=O)F)F 6-(((3S,4S)-4-(4-amino-3-(4-phenoxyphenyl)-1H-pyrazolo[3,4-d]pyrimidin-1-yl)-3-fluoropiperidin-1-yl)methyl)-2-(2,6-dioxopiperidin-3-yl)-4-fluoroisoindoline-1,3-dione